1-(5-chloro-9-oxo-xanthen-3-yl)piperidine-3-carboxylic acid ClC1=C2OC=3C=C(C=CC3C(C2=CC=C1)=O)N1CC(CCC1)C(=O)O